S(=O)([O-])OS(=O)[O-].[Na+].[Na+] disodium (sulfinatooxy)sulfinate